C(C=C)(=O)NC=1C=C(C=CC1)NC1=NC(=NC=C1NC(C1=CC=CC=C1)=O)NC=1C=NN(C1)C N-(4-((3-acrylamidophenyl)amino)-2-((1-methyl-1H-pyrazol-4-yl)amino)pyrimidin-5-yl)benzamide